bis(4-fluorobenzyl)tin FC1=CC=C(C[Sn]CC2=CC=C(C=C2)F)C=C1